N-[4-[4-(3-aminocyclobutanecarbonyl)piperazine-1-carbonyl]-3-chlorophenyl]-5-[1-(cyanomethyl)-3-(trifluoromethyl)pyrazol-4-yl]-1-methylimidazole-2-carboxamide NC1CC(C1)C(=O)N1CCN(CC1)C(=O)C1=C(C=C(C=C1)NC(=O)C=1N(C(=CN1)C=1C(=NN(C1)CC#N)C(F)(F)F)C)Cl